S(=O)(=O)(O)C(C(=O)OCCCCCCCCCC)CC(=O)OCCCCCCCCCC.[NH4+] Ammonium Didecyl Sulfosuccinate